4-vinylcytosine C(=C)C1(NC(NC=C1)=O)N